FC=1C=C(OC2CCN(CC2)C)C=CC1[N+](=O)[O-] 4-(3-fluoro-4-nitrophenoxy)-1-methylpiperidine